C(C)(C)N1C(NC(=CC1=O)N[C@@H](C)C1=CC=CC=C1)=O (S)-3-isopropyl-6-((1-phenylethyl)amino)-pyrimidine-2,4(1H,3H)-dione